BrC1=C(C=C(C=C1)Cl)C1=CC(OC1O)=O 4-(2-bromo-5-chlorophenyl)-5-hydroxyfuran-2(5H)-one